C1(CC1)CN1C=CC2=NN(C(C(=C21)C=2C=NC(=CC2)C2CC2)=O)C2=CC1=CN(N=C1C=C2)C 5-(cyclopropylmethyl)-4-(6-cyclopropylpyridin-3-yl)-2-(2-methyl-2H-indazol-5-yl)-2H,3H,5H-pyrrolo[3,2-c]pyridazin-3-one